γ-methacryloxypropyltrimethyl-Oxysilane C(C(=C)C)(=O)OCCC[Si](OC)(OC)OC